[N+](=O)([O-])C1=CN=C(N1)[N+](=O)[O-] 5-nitronitroimidazole